O[C@H]1[C@H](O[C@@]2([C@H](CCO2)C2=C(C3=CC=CC=C3C(=C2)F)C(=O)N)[C@@H]([C@H]1N1N=NC(=C1)C1=CC(=C(C(=C1)F)F)F)O)CO ((4r,5s,7r,8r,9s,10r)-8,10-dihydroxy-7-(hydroxymethyl)-9-(4-(3,4,5-trifluorophenyl)-1H-1,2,3-triazol-1-yl)-1,6-dioxaspiro[4.5]dec-4-yl)-4-fluoro-1-naphthamide